methyl (S)-1-(2-(1-(6-methoxy-3,4-dihydro-2H-benzo[b][1,4]oxazin-7-yl)-6-(pyrazolo[1,5-a]pyrimidin-3-yl)-1H-pyrazolo[4,3-c]pyridine-3-carboxamido)ethyl)pyrrolidine-3-carboxylate COC1=CC2=C(OCCN2)C=C1N1N=C(C=2C=NC(=CC21)C=2C=NN1C2N=CC=C1)C(=O)NCCN1C[C@H](CC1)C(=O)OC